[Au].[Cr].[Cu].[Cr] chromium-copper-chromium-gold